N[C@H](C)C1=CC=C2C(=N1)N(C(=C2)C2=NC1=C(N2C2CC2)C(=CC(=C1)C(=O)OC)F)CC1CC1 methyl (R)-2-(6-(1-aminoethyl)-1-(cyclopropylmethyl)-1H-pyrrolo[2,3-b]pyridin-2-yl)-1-cyclopropyl-7-fluoro-1H-benzo[d]imidazole-5-carboxylate